N[C@H](C)C=1C=C(C=C2C(C(=C(OC12)C1=NC=CC=N1)C)=O)C 8-[(1R)-1-Aminoethyl]-3,6-dimethyl-2-pyrimidin-2-yl-chromen-4-one